4-((2-(4-chlorophenyl)-4,4-dimethylcyclohex-1-enyl)methyl)piperazinol ClC1=CC=C(C=C1)C1=C(CCC(C1)(C)C)CN1CCN(CC1)O